2-(((3-ethyl-5-methyl-2-oxooxazolidin-5-yl)methoxy)methyl)-N-(1-methyl-1H-tetrazol-5-yl)-6-(trifluoromethyl)nicotinamide C(C)N1C(OC(C1)(C)COCC1=C(C(=O)NC2=NN=NN2C)C=CC(=N1)C(F)(F)F)=O